(1-methyl-1H-pyrazol-5-yl)ethan-1-amine CN1N=CC=C1C(C)N